6-chloro-2-(5-chloro-2-(trifluoromethyl)phenyl)-1H-pyrrolo[2,3-b]pyridine-1-carboxylic acid tert-butyl ester C(C)(C)(C)OC(=O)N1C(=CC=2C1=NC(=CC2)Cl)C2=C(C=CC(=C2)Cl)C(F)(F)F